C\C(=C/COC=1C=C(OCCN(CCO)CCO)C=C(C1)CCCCCCCCCCCCCCC)\CCC=C(C)C (e)-2,2'-((2-(3-((3,7-dimethylocta-2,6-dien-1-yl)oxy)-5-pentadecylphenoxy)ethyl)azanediyl)bis(ethan-1-ol)